O1CCOC2=C1C=CC=C2 2,3-dihydro-[1,4]-benzodioxine